The molecule is a 1,2-diacyl-sn-glycerol 3-phosphate in which the phosphatidyl acyl groups at postions 1 and 2 are specified as heptadecanoyl and lauroyl respectively. It is a 1-acyl-2-dodecanoyl-sn-glycero-3-phosphate and a dodecanoate ester. It derives from a heptadecanoic acid. It is a conjugate acid of a 1-heptadecanoyl-2-lauroyl-sn-glycero-3-phosphate(2-). CCCCCCCCCCCCCCCCC(=O)OC[C@H](COP(=O)(O)O)OC(=O)CCCCCCCCCCC